1-bromo-3,5-dimethyladamantane BrC12CC3(CC(CC(C1)C3)(C2)C)C